1-(1-(2-chloro-5-((1-cyclopropyl-1H-pyrazol-4-yl)ethynyl)pyridin-4-yl)-4-fluoropiperidin-4-yl)-N,N-dimethylamine ClC1=NC=C(C(=C1)N1CCC(CC1)(F)CNC)C#CC=1C=NN(C1)C1CC1